N1=CC(=CC=C1NC(C(C)(C)C1=NC(=CC=C1)NS(=O)(=O)C1CC1)=O)C=1C=NC=CC1 N-([3,3'-bipyridin]-6-yl)-2-(6-(cyclopropanesulfonylamino)pyridin-2-yl)-2-methylpropanamide